5-Bromo-1-methyl-3-(6-methylpyrimidin-4-ylamino)pyridin-2(1H)-one BrC=1C=C(C(N(C1)C)=O)NC1=NC=NC(=C1)C